C1S(CCC12CNCCC2)(=O)=O 2-thia-7-azaspiro[4.5]decane 2,2-dioxide